piperidin-4-yl-(2,2,2-trifluoroethyl)carbamic acid methyl ester hydrochloride Cl.COC(N(CC(F)(F)F)C1CCNCC1)=O